(2-thioxo-1-pyridyl) 3-fluorobicyclo[1.1.1]pentane-1-carboxylate FC12CC(C1)(C2)C(=O)ON2C(C=CC=C2)=S